OC(C=CC1=CC=CC=C1)C=1C(CCCC1)=O 2-(1-hydroxy-3-phenylallyl)cyclohexenone